(S)-5,5'-bis(di[3,5-xylyl]phosphino)-4,4'-bi-1,3-benzodioxole C1(=CC(=CC(=C1)C)C)P(C1=C(C2=C(OCO2)C=C1)C1=C(C=CC=2OCOC21)P(C2=CC(=CC(=C2)C)C)C2=CC(=CC(=C2)C)C)C2=CC(=CC(=C2)C)C